8-methoxy-2-(4-oxo-4-(4-(3-(trifluoromethyl)phenyl)piperazin-1-yl)butyl)-1,2,3,5-tetrahydro-4H-pyrrolo[3,4-c]quinolin-4-one COC1=CC=2C3=C(C(NC2C=C1)=O)CN(C3)CCCC(N3CCN(CC3)C3=CC(=CC=C3)C(F)(F)F)=O